COC(CCCCCNC([C@@H](NC([C@H](CCCCNC(OCC1=CC=CC=C1)=O)NC(=O)OCC1=CC=CC=C1)=O)CCCCNC(=O)OCC1=CC=CC=C1)=O)=O.CC(C=C)(C)[C] 1,1-dimethyl-2-propenyl-carbon methyl-(9S,12S)-9-{[(benzyloxy)carbonyl]amino}-12-(4-{[(benzyloxy)carbonyl]amino}butyl)-3,10,13-trioxo-1-phenyl-2-oxa-4,11,14-triazaicosan-20-oate